P(=O)(OCCCCCC)(OCCCCCC)OCCCCCC tri(n-hexyl) phosphate